1-((6-cyclopropylimidazo[1,2-a]pyridin-2-yl)methyl)-1H-1,2,3-triazole-4-carboxamide C1(CC1)C=1C=CC=2N(C1)C=C(N2)CN2N=NC(=C2)C(=O)N